Cl.FC1([C@H]2[C@@H](N(C1)C(=O)OCC1=CC=CC=C1)CNC2)F (cis)-Benzyl 3,3-difluorohexahydropyrrolo[3,4-b]pyrrole-1(2H)-carboxylate hydrochloride